5-(4-(4-(((2-(2,6-dioxopiperidin-3-yl)-1-oxoisoindolin-4-yl)amino)methyl)benzyl)piperazin-1-yl)pentanoic acid O=C1NC(CCC1N1C(C2=CC=CC(=C2C1)NCC1=CC=C(CN2CCN(CC2)CCCCC(=O)O)C=C1)=O)=O